4-(4-(1-propenylpiperidin-3-yl)-7H-pyrrolo[2,3-d]pyrimidin-5-yl)-N-(pyridin-2-yl)benzamide C(=CC)N1CC(CCC1)C=1C2=C(N=CN1)NC=C2C2=CC=C(C(=O)NC1=NC=CC=C1)C=C2